COCCNC1=CN=CO1 5-((2-methoxyethyl)amino)oxazole